5-(2-(Dimethylamino)ethoxy)-N-(1-(3-(ethylthio)naphthalen-1-yl)cyclopropyl)-2-methylbenzamide hydrochloride Cl.CN(CCOC=1C=CC(=C(C(=O)NC2(CC2)C2=CC(=CC3=CC=CC=C23)SCC)C1)C)C